5-[(2R)-1-[(2S,4R)-2-{[(1S)-1-(4-cyanophenyl)ethyl]carbamoyl}-4-hydroxypyrrolidin-1-yl]-3-methyl-1-oxobutan-2-yl]-1,2-oxazol C(#N)C1=CC=C(C=C1)[C@H](C)NC(=O)[C@H]1N(C[C@@H](C1)O)C([C@H](C(C)C)C1=CC=NO1)=O